4-Chloro-6-fluoropyrido[3,4-d]pyrimidine ClC=1C2=C(N=CN1)C=NC(=C2)F